CN1CCN(CC1)C1=CC=C(C=C1)NC1=NC2=C(C=CC=C2C=N1)N1CC(CC1)NC(C=C)=O N-(1-(2-((4-(4-methylpiperazin-1-yl)phenyl)amino)quinazolin-8-yl)pyrrolidin-3-yl)acrylamide